(4R)-4-[3-[6-[(3-fluoro-5-methylsulfonyl-phenyl)methyl]-2-azaspiro[3.3]heptan-2-yl]-3-oxo-propyl]oxazolidin-2-one FC=1C=C(C=C(C1)S(=O)(=O)C)CC1CC2(CN(C2)C(CC[C@H]2NC(OC2)=O)=O)C1